6-(1-(3,3-difluorocyclobutyl)-4-(4-fluorophenyl)-1H-imidazol-5-yl)imidazo[1,2-b]pyridazine-3-carboxamide FC1(CC(C1)N1C=NC(=C1C=1C=CC=2N(N1)C(=CN2)C(=O)N)C2=CC=C(C=C2)F)F